C[C@H]1N(C(CC1)=O)C(=O)OC(C)(C)C (R)-tert-butyl 2-methyl-5-oxopyrrolidine-1-carboxylate